tert-butyl 5-[6-chloro-5-[[4-methyl-6-(methylamino)pyrimidin-2-yl]amino]-2,3-dihydrobenzofuran-7-yl]-2,3,4,7-tetrahydroazepine-1-carboxylate ClC1=C(C2=C(CCO2)C=C1NC1=NC(=CC(=N1)C)NC)C=1CCCN(CC1)C(=O)OC(C)(C)C